ClC1=C(C=C(C=C1)[C@@H]1N(OCC1)C1=CC(=NC=N1)NC=1C(=CC(=C(C1)NC(C=C)=O)N1C[C@@H](CC1)N1CCOCC1)OC)F N-(5-((6-((R)-3-(4-chloro-3-fluorophenyl)isoxazolidine-2-yl)pyrimidine-4-yl)amino)-4-methoxy-2-((R)-3-morpholinopyrrolidine-1-yl)phenyl)acrylamide